OC1=CC=C(C(=O)OC)C(=C1)O Methyl 4,6-dihydroxybenzoate